C1(CC1)[C@H]([C@@H](C(=O)O)C)C1=CC=C2CC[C@@H](OC2=C1)C1CCN(CC1)CC1=C(C=CC(=C1)C#C)OC(F)(F)F (2S,3R)-3-cyclopropyl-3-((R)-2-(1-(5-ethynyl-2-(trifluoromethoxy)benzyl)piperidin-4-yl)-chroman-7-yl)-2-methylpropanoic acid